6-bromo-4-{4-[(4-chlorophenyl)(phenyl)methyl]piperazin-1-yl}-1-methyl-2-oxo-1,2-dihydro-1,5-naphthyridine-3-carbonitrile BrC=1N=C2C(=C(C(N(C2=CC1)C)=O)C#N)N1CCN(CC1)C(C1=CC=CC=C1)C1=CC=C(C=C1)Cl